BrC=1C=CC(=NC1)C/C(/C1=CC(=CC=C1)OC)=N/O N-[(1Z)-2-(5-bromopyridin-2-yl)-1-(3-methoxyphenyl)ethylidene]hydroxylamine